1-(4-Fluorophenyl)-3-(pyridin-2-ylmethyl)urea FC1=CC=C(C=C1)NC(=O)NCC1=NC=CC=C1